6-ethyl-2,6,8-trimethyl-6,8-dihydro-7H-pyrrolo[3,2-g]quinazolin-7-one C(C)C1(C(N(C2=C1C=C1C=NC(=NC1=C2)C)C)=O)C